CN1C(N(C2=C1C=C(C=C2)C#CC2CCN(CC2)C(C(F)(F)F)=O)C2C(NC(CC2)=O)=O)=O 3-(3-methyl-2-oxo-5-((1-(2,2,2-trifluoroacetyl)piperidin-4-yl)ethynyl)-2,3-dihydro-1H-benzo[d]imidazol-1-yl)piperidine-2,6-dione